Cl.N[C@@H]1C[C@@H](CC1)O (1R,3S)-3-aminocyclopentanol hydrochloride